N-(2-(4-((1R,3R)-3-aminocyclobutane-1-carbonyl)piperazin-1-yl)-5-(trifluoromethyl)pyridin-3-yl)acetamide hydrochloride Cl.NC1CC(C1)C(=O)N1CCN(CC1)C1=NC=C(C=C1NC(C)=O)C(F)(F)F